1-(3-{2-[1,4-dioxan-2-yl]ethoxy}pyridin-4-yl)methanamine O1C(COCC1)CCOC=1C=NC=CC1CN